2-[[2-(ethoxymethyl)imidazo[4,5-c]quinolin-1-yl]methoxy]ethyl-trimethyl-silane C(C)OCC=1N(C2=C(C=NC=3C=CC=CC23)N1)COCC[Si](C)(C)C